ClC=1C=CC(=C(C1)C1=CC(N(C=C1OC)C(C(=O)NC=1C=CC(=NC1)C(=O)NC)CCCC)=O)N1N=NC(=C1)C(F)F 5-({2-[4-{5-chloro-2-[4-(difluoromethyl)-1H-1,2,3-triazol-1-yl]phenyl}-5-methoxy-2-oxopyridin-1(2H)-yl]hexanoyl}amino)-N-methylpyridine-2-carboxamide